1-(2,4-dibutyl-phenyl)-3-(4-dodecyl-styryl)-5-(4-dodecyl-phenyl)-pyrazoline C(CCC)C1=C(C=CC(=C1)CCCC)N1NC(=CC1C1=CC=C(C=C1)CCCCCCCCCCCC)C=CC1=CC=C(C=C1)CCCCCCCCCCCC